BrC=1C(=NC=CC1C(F)F)Cl 3-bromo-2-chloro-4-(difluoromethyl)pyridine